C(C)C=1N=C2N(C=C(C=C2)C2CCN(CC2)C(CN2CC(C2)O)=O)C1N(C)C=1SC=C(N1)C1=CC=C(C=C1)F 1-(4-(2-ethyl-3-((4-(4-fluorophenyl)thiazol-2-yl)(methyl)amino)imidazo[1,2-a]pyridin-6-yl)piperidin-1-yl)-2-(3-hydroxyazetidin-1-yl)ethanone